2-((4-(trifluoromethyl)pyrimidin-2-yl)thio)ethan-1-one FC(C1=NC(=NC=C1)SCC=O)(F)F